C[C@H]1N([C@H](CCC1)C1=CC=CC=C1)C(C(=O)NC1=NC=CC=C1C(=O)N)=O [[2-[(2R,6R)-2-methyl-6-phenyl-1-piperidyl]-2-oxo-acetyl]amino]pyridine-3-carboxamide